ClC=1N=CC(=C2C=CN(C(C12)=O)C)C1=CC=C(C=C1)C(F)(F)F 8-chloro-2-methyl-5-(4-(trifluoromethyl)phenyl)-2,7-naphthyridin-1(2H)-one